2-(3,5-difluorophenyl)acetaldehyde FC=1C=C(C=C(C1)F)CC=O